CC=1C=C2CC(CC2=CC1C)NC=1C=NC(=CC1)[C@@H](C(F)(F)F)NC (S)-N-(5,6-Dimethyl-2,3-dihydro-1H-inden-2-yl)-6-(2,2,2-trifluoro-1-(methylamino)ethyl)pyridin-3-amine